FC([C@H](C)N1N=C(C(=C1)NC=1N=CC2=C(N1)N(C(=C2)C#N)[C@H]2COC[C@@H]2C)OC2COC2)F 2-[[1-[(1S)-2,2-difluoro-1-methyl-ethyl]-3-(oxetan-3-yloxy)pyrazol-4-yl]amino]-7-[(3R,4R)-4-methyltetrahydrofuran-3-yl]pyrrolo[2,3-d]pyrimidine-6-carbonitrile